C(CCC)O\N=C(/COC1=CC(=NN1C)C(F)(F)F)\C1=C(C=C(C=C1)Cl)Cl (Z)-1-(2,4-dichlorophenyl)-2-((1-methyl-3-(trifluoromethyl)-1H-pyrazol-5-yl)oxy)ethan-1-one O-butyl oxime